OC1=C(C(=O)NC2=C(C=CC=C2)N2CCN(CC2)C)C(=CC(=C1)C(C)(CCCCCC)C)O 2,6-dihydroxy-4-(2-methyloctan-2-yl)-N-(2-(4-methylpiperazin-1-yl)phenyl)benzamide